P(=O)(O)(O)OCCNC(O[C@@H]1C2(CCC(C1)(CC2)NC(COC2=CC(=C(C=C2)Cl)F)=O)NC(COC2=CC(=C(C=C2)Cl)F)=O)=O (2S)-1,4-bis[2-(4-chloro-3-fluorophenoxy)acetamido]bicyclo[2.2.2]octan-2-yl [2-(phosphonooxy)ethyl]carbamate